2,4-dichloro-5-methyl-pyrrolo[3,2-d]pyrimidine ClC=1N=C(C2=C(N1)C=CN2C)Cl